2-methyl-4,5,6,7-tetrahydrobenzo[d]thiazol-7-ol CC=1SC2=C(N1)CCCC2O